ClCC\C=C\CCCCC(OCC)OCC (3E)-1-chloro-9,9-diethoxy-3-nonene